N-(3-aminopropyl)-3-aminopropanecarboxylic acid NCCCNCCCC(=O)O